C(C)(C)(C)OC(=O)N1[C@H](CC[C@@H](C1)NC(COC1=CC(=C(C=C1)Cl)F)=O)C(=O)N1CCC2=C(C=CC=C12)C(F)(F)F (2r,5s)-5-[2-(4-chloro-3-fluorophenoxy)acetamido]-2-[4-(trifluoromethyl)-2,3-dihydro-1H-indole-1-carbonyl]piperidine-1-carboxylic acid tert-butyl ester